tert-butyl 3-[6-[3-(tert-butoxycarbonylamino)-8-ethynyl-7-fluoro-1-naphthyl]-5-fluoro-3,4-dimethyl-2,7-naphthyridin-1-yl]-3,8-diazabicyclo[3.2.1]octane-8-carboxylate C(C)(C)(C)OC(=O)NC=1C=C(C2=C(C(=CC=C2C1)F)C#C)C=1C(=C2C(=C(N=C(C2=CN1)N1CC2CCC(C1)N2C(=O)OC(C)(C)C)C)C)F